[Cl-].C(C)N(C=1C=CC2=C(C3=CC=C(C=C3[O+]=C2C1)N(CC)CC)C1=C(C=CC=C1)C(=O)N1CCN(CC1)C(C=C)=O)CC 3,6-bis(diethylamino)-9-[2-[[4-(1-oxo-2-propen-1-yl)-1-piperazinyl]carbonyl]phenyl]xanthylium chloride